(S)-2-amino-butyric acid isopropyl ester hydrochloride Cl.C(C)(C)OC([C@H](CC)N)=O